ClC1=CC2=C(N(C(N=C2N2C[C@H](N(C[C@@H]2C)C(=O)OC(C)(C)C)C)=O)C=2C(=NC(=NC2C(C)C)NC)C(C)C)N=C1C1=C(C=CC=C1)F tert-Butyl (2R,5S)-4-(6-chloro-1-(4,6-diisopropyl-2-(methylamino)pyrimidin-5-yl)-7-(2-fluorophenyl)-2-oxo-1,2-dihydropyrido[2,3-d]pyrimidin-4-yl)-2,5-dimethylpiperazine-1-carboxylate